(S)-3-(1H-benzo[d]imidazol-5-yl)-4-(4-(2,2-difluoropropoxy)-3-fluorophenyl)oxazolidin-2-one N1C=NC2=C1C=CC(=C2)N2C(OC[C@@H]2C2=CC(=C(C=C2)OCC(C)(F)F)F)=O